3-(5-isothiocyanato-1-oxoisoindolin-2-yl)piperidine-2,6-dione N(=C=S)C=1C=C2CN(C(C2=CC1)=O)C1C(NC(CC1)=O)=O